3-chloro-2-(2-(1,3-dimethyl-1H-pyrazol-4-yl)-4-fluorophenyl)imidazo[1,2-a]pyridine-7-carboxylic acid ClC1=C(N=C2N1C=CC(=C2)C(=O)O)C2=C(C=C(C=C2)F)C=2C(=NN(C2)C)C